6-(Benzofuran-2-yl)-N-((2,4-dioxo-1,3-diazaspiro[4.4]nonane-6-yl)methyl)-2-fluoropyridine-3-sulfonamide O1C(=CC2=C1C=CC=C2)C2=CC=C(C(=N2)F)S(=O)(=O)NCC2C1(C(NC(N1)=O)=O)CCC2